tert-butyl-5-cyano-1H-benzo[d][1,2,3]triazole C(C)(C)(C)N1N=NC2=C1C=CC(=C2)C#N